[Rb+].[I-] iodide rubidium